palladium tetratriphenylphosphorus C1(=CC=CC=C1)P(C1=CC=CC=C1)C1=CC=CC=C1.C1(=CC=CC=C1)P(C1=CC=CC=C1)C1=CC=CC=C1.C1(=CC=CC=C1)P(C1=CC=CC=C1)C1=CC=CC=C1.C1(=CC=CC=C1)P(C1=CC=CC=C1)C1=CC=CC=C1.[Pd]